N-(4-(4-cyanopyridin-3-yl)-2-(4-(5-((2-(2,6-dioxopiperidin-3-yl)-1,3-dioxoisoindolin-4-yl)amino)pentanoyl)piperazin-1-yl)phenyl)-2-(2-fluoro-6-methoxyphenyl)pyrimidine-4-carboxamide C(#N)C1=C(C=NC=C1)C1=CC(=C(C=C1)NC(=O)C1=NC(=NC=C1)C1=C(C=CC=C1OC)F)N1CCN(CC1)C(CCCCNC1=C2C(N(C(C2=CC=C1)=O)C1C(NC(CC1)=O)=O)=O)=O